C1(CC1)N1N=CC(=C1)C1OC(CN(C1)C=1N=C(C=2N=C(N(C(C2N1)=O)C)C(F)(F)F)C1=C(C=C(C=C1)OC)F)C 6-(2-(1-cyclopropyl-1H-pyrazol-4-yl)-6-methylmorpholino)-8-(2-fluoro-4-methoxyphenyl)-3-methyl-2-(trifluoromethyl)pyrimido[5,4-d]pyrimidin-4(3H)-one